ClC1=C(C=CC=C1OC)C(=O)N1C[C@H]2N(CC1)C[C@@](CC2)(C=2C=NC(=CC2)C(F)(F)F)O |r| (2-chloro-3-methoxyphenyl)-[rac-(7R,9aS)-7-hydroxy-7-[6-(trifluoromethyl)pyridin-3-yl]-3,4,6,8,9,9a-hexahydro-1H-pyrido[1,2-a]pyrazin-2-yl]methanone